6-(2-methoxyethoxy)-1H-indazole COCCOC1=CC=C2C=NNC2=C1